COC(C1=CC=C(C=C1)NC1=NC(=NC=C1F)NC1=CC=C(C=C1)N1CCN(CC1)CC)=O 4-((2-((4-(4-ethylpiperazin-1-yl)phenyl)amino)-5-fluoropyrimidin-4-yl)amino)benzoic acid methyl ester